[2-(3-fluoro-5-methylsulfonylphenoxy)ethyl](propyl)amine FC=1C=C(OCCNCCC)C=C(C1)S(=O)(=O)C